tert-Butyl 3-(4-((1-(3-hydroxypropyl)-1H-1,2,3-triazol-4-yl)methoxy)phenyl)-2,6-dioxopiperidine-1-carboxylate OCCCN1N=NC(=C1)COC1=CC=C(C=C1)C1C(N(C(CC1)=O)C(=O)OC(C)(C)C)=O